CC1(NC(CC(C1)C1=C(N=NC=C1)N)(C)C)C (2,2,6,6-tetramethylpiperidin-4-yl)pyridazin-3-amine